ClC=1N=NC(=CC1N)Cl 3,6-Dichloropyridazin-4-amine